O1NOC=C1 1,3-dioxazoline